3,3,4,4,5,5,6,6,7,7,8,8,9,9,10,10,10-heptadecafluorodecyl 2-methylacrylate CC(C(=O)OCCC(C(C(C(C(C(C(C(F)(F)F)(F)F)(F)F)(F)F)(F)F)(F)F)(F)F)(F)F)=C